O=C1C=2CCCNC2C2=C(N1)C=CC=C2 5-oxo-1,2,3,4,5,6-hexahydrobenzo[h][1,6]naphthyridine